methyl 6-isopropoxy-2-(4-piperidyl)indazole-5-carboxylate C(C)(C)OC=1C(=CC2=CN(N=C2C1)C1CCNCC1)C(=O)OC